(R)-1-(3,5-dichlorophenyl)-5-(5-(3,5-dimethylisoxazol-4-yl)-1-((R)-1-(methylsulfonyl)pyrrolidin-3-yl)-1H-benzo[d]imidazol-2-yl)pyrrolidin-2-one ClC=1C=C(C=C(C1)Cl)N1C(CC[C@@H]1C1=NC2=C(N1[C@H]1CN(CC1)S(=O)(=O)C)C=CC(=C2)C=2C(=NOC2C)C)=O